N-(4-cyano-2-(trifluoromethyl)benzyl)piperidine-4-carboxamide C(#N)C1=CC(=C(CNC(=O)C2CCNCC2)C=C1)C(F)(F)F